diethyl 2-((2-(difluoromethyl)-4-methyl-5-oxo-2,5-dihydrooxazol-2-yl)methyl)malonate FC(C1(OC(C(=N1)C)=O)CC(C(=O)OCC)C(=O)OCC)F